C(#C)C=1C(=CC=C2C=CC=C(C12)C1=NC=C2C(=CC(=NC2=C1F)C)N1[C@@H]2CCN([C@@H]2C1)C(C=C)=O)F 1-((1R,5R)-6-(7-(8-ethynyl-7-fluoronaphthalen-1-yl)-8-fluoro-2-methyl-1,6-naphthyridin-4-yl)-2,6-diazabicyclo[3.2.0]heptan-2-yl)prop-2-en-1-one